CN1N=C(C=C1C(=O)N[C@@H](C)C1=NC(=NO1)C1=CC(=NC=C1)C=C)C(F)(F)F (S)-1-methyl-3-(trifluoromethyl)-N-(1-(3-(2-vinylpyridin-4-yl)-1,2,4-oxadiazol-5-yl)ethyl)-1H-pyrazole-5-carboxamide